tert-butyl (3S)-3-[(1R)-2-[[2-ethoxy-4-(3-oxa-8-azabicyclo[3.2.1]octane-8-carbonyl)benzoyl]amino]-1-hydroxy-ethyl]-7-(1H-pyrazol-5-ylmethoxy)-3,4-dihydro-1H-isoquinoline-2-carboxylate C(C)OC1=C(C(=O)NC[C@@H](O)[C@H]2N(CC3=CC(=CC=C3C2)OCC2=CC=NN2)C(=O)OC(C)(C)C)C=CC(=C1)C(=O)N1C2COCC1CC2